CC1OC(OC1C)=O 4,5-Dimethyl-1,3-Dioxolan-2-on